C(#N)C1CC(C1)NC(C1=NC(=C(C=C1)N1CCN(CC1)CC1=CC=2C3=C(N(C(NC3=C1)=O)CC)N=CN2)C)=O N-((1s,3s)-3-cyanocyclobutyl)-5-(4-((3-ethyl-2-oxo-2,3-dihydro-1H-pyrimido[4,5,6-de]quinazolin-8-yl)methyl)piperazin-1-yl)-6-methylpicolinamide